1-{3-amino-6-[3-cyano-4-(4-cyclopropylpiperazin-1-yl)phenyl]pyrazin-2-yl}pyrazole-4-carboxamide NC=1C(=NC(=CN1)C1=CC(=C(C=C1)N1CCN(CC1)C1CC1)C#N)N1N=CC(=C1)C(=O)N